C(#N)C1=CC(=CS1)CCC(=O)O 3-(5-cyanothiophen-3-yl)propionic acid